5-[(3R)-5',6'-Dihydrospiro[pyrrolidine-3,4'-pyrrolo[1,2-b]pyrazol]-2'-yl]-3-[(1R)-1-(pyridin-3-yl)ethoxy]pyridin-2-amine hydrogen chloride Cl.N=1N2C(=CC1C=1C=C(C(=NC1)N)O[C@H](C)C=1C=NC=CC1)[C@]1(CC2)CNCC1